(E)-tert-butyldimethyl-(3-(prop-1-en-1-yl)phenoxy)silane C(C)(C)(C)[Si](OC1=CC(=CC=C1)\C=C\C)(C)C